C(CCCCCCCCCCCCCCC)P(O)(O)=O hexadecylphosphonic acid